C(C)(CC)C1=C(C(=CC(=C1)[N+](=O)[O-])[N+](=O)[O-])O 2-(sec-butyl)-4,6-dinitrophenol